C(C)(C)(C)N(C(O)=O)C1=C(C2=C(S1)C(=CC=C2B2OC(C(O2)(C)C)(C)C)F)C#N.COC2=CC=C(C(=O)[Ge](CC)(CC)C(C1=CC=C(C=C1)OC)=O)C=C2 Bis(4-methoxybenzoyl)-diethylgermanium tert-butyl-(3-cyano-7-fluoro-4-(4,4,5,5-tetramethyl-1,3,2-dioxaborolan-2-yl)benzo[b]thiophen-2-yl)carbamate